tert-butyl 3-amino-5-(3-bromopropoxy)-benzoate NC=1C=C(C(=O)OC(C)(C)C)C=C(C1)OCCCBr